CN1C(=NC2=C(C=C(C=C2C1=O)C)C(C)NC1=C(C(=O)O)C=CC(=C1)C)N1CCOCC1 2-((1-(3,6-dimethyl-2-morpholino-4-oxo-3,4-dihydroquinazolin-8-yl)ethyl)amino)-4-methylbenzoic acid